1-(4-amino-2,3,6-trifluorophenyl)-2,3-dihydropyridine NC1=C(C(=C(C(=C1)F)N1CCCC=C1)F)F